dimethylsilyl-(tert-butylamino)tetramethylcyclopentadienyl-dimethyl-titanium C[SiH](C)C[Ti](C)(C1C(=C(C(=C1C)C)C)C)NC(C)(C)C